(E)-imino(4-methoxypyridin-2-yl)(2-(3-methoxypyridin-2-yl)vinyl)-lambda6-sulfanone N=S(=O)(\C=C\C1=NC=CC=C1OC)C1=NC=CC(=C1)OC